C(CCC)C=1NC=2N(C(C1)=O)N=C(N2)NCC2=C(C=C(C=C2)Cl)Cl 5-butyl-2-[(2,4-dichlorophenyl)methylamino]-4H-[1,2,4]-triazolo-[1,5-a]pyrimidin-7-one